C1=CC=CC=2C3=CC=CC=C3C(C12)(C1=CC=C(C=C1)C1(CC=C(C(=O)N)C=C1)N)C1=CC=C(C=C1)C1(CC=C(C(=O)N)C=C1)N 4,4'-(9H-fluorene-9,9-diyl)bis(4,1-phenylene)bis(4-aminobenzamide)